bis(4-(imidazo[1,2-a]pyridin-2-yl)phenyl)amine N=1C(=CN2C1C=CC=C2)C2=CC=C(C=C2)NC2=CC=C(C=C2)C=2N=C1N(C=CC=C1)C2